FC1=CC=C(C=C1)NC(=O)C1(CC1)C(=O)NC1=CC=C(C=C1)OC1=CC=NC2=CC(=CC=C12)C1=CC=CC=C1 1-N'-(4-fluorophenyl)-1-N-[4-(7-phenylquinolin-4-yl)oxyphenyl]Cyclopropane-1,1-dicarboxamide